ClC1=CC=C(C=C1)[C@H](CCNC(=O)C1=CC=C(S1)C1=CC=C2C(=NNC2=C1)C(=O)NC(C)C)O (S)-6-(5-((3-(4-chlorophenyl)-3-hydroxypropyl)carbamoyl)thiophen-2-yl)-N-isopropyl-1H-indazole-3-carboxamide